C(#N)C1=CC(=C(OCC=2C=C(C(=O)N3CCN(CC3)CC3=NC4=C(N3C[C@H]3OCC3)C=C(C=C4)C(=O)O)C=CC2)C=C1)F 2-[(4-{3-[(4-cyano-2-fluorophenoxy)methyl]benzoyl}piperazin-1-yl)methyl]-1-{[(2S)-oxetan-2-yl]methyl}-1H-1,3-benzodiazole-6-carboxylic acid